C([O-])(O)=O.[K+] KALIUM BICARBONAT